NC=1C2=C(N=C(N1)N[C@H]1CN(CC1)C(=O)OC(C)(C)C)N=C1C(=C2C)CCC1 tert-butyl (R)-3-((4-amino-5-methyl-7,8-dihydro-6H-cyclopenta[5,6]pyrido[2,3-d]pyrimidin-2-yl)amino)pyrrolidine-1-carboxylate